rac-(1R,5R)-1-amino-5-(2-boronoethyl)-2-(dimethylamino)cyclohexane-1-carboxylic acid N[C@]1(C(CC[C@H](C1)CCB(O)O)N(C)C)C(=O)O |r|